3-chloro-6-[(2R,4S)-4-{[4-(2-methanesulfonylethanesulfonyl)phenoxy]methyl}-2-methylpyrrolidin-1-yl]-5,6,7,8-tetrahydronaphthalene-1-carbonitrile ClC=1C=C(C=2CCC(CC2C1)N1[C@@H](C[C@@H](C1)COC1=CC=C(C=C1)S(=O)(=O)CCS(=O)(=O)C)C)C#N